O=C1N(C=CC=C1)CC1=CC=C(CN2N=CC(=C2)C(=O)N)C=C1 1-(4-((2-oxopyridin-1(2H)-yl)methyl)benzyl)-1H-pyrazole-4-carboxamide